4-(N,N-diphenylaminyl)benzaldehyde C1(=CC=CC=C1)N(C1=CC=CC=C1)C1=CC=C(C=O)C=C1